3-Amino-4-(4-morpholinyl)benzotrifluoride NC=1C=C(C=CC1N1CCOCC1)C(F)(F)F